C(=O)(O)CCCOB(O)O 3-carboxypropylboric acid